Tert-butyl 2-[5-(benzyloxy)-2-methylphenyl]-1-methylhydrazine-1-carboxylate C(C1=CC=CC=C1)OC=1C=CC(=C(C1)NN(C(=O)OC(C)(C)C)C)C